6-ethylmercapto-3-[(1-methyl-1H-1,2,4-triazol-3-yl)methyl]-1,3,5-triazine-2,4(1H,3H)-dione C(C)SC1=NC(N(C(N1)=O)CC1=NN(C=N1)C)=O